[Si](C)(C)(C(C)(C)C)OCCC1=C(C=CC=C1)N1C(N=C(C2=C1N=C(C(=C2)Cl)Cl)N2[C@H](CN(CC2)C(=O)OC(C)(C)C)C)=O tert-Butyl (S)-4-(1-(2-(2-((tert-butyldimethylsilyl)oxy)ethyl)phenyl)-6,7-dichloro-2-oxo-1,2-dihydropyrido[2,3-d]pyrimidin-4-yl)-3-methylpiperazine-1-carboxylate